methyl (E)-6-((4-((tert-butoxycarbonyl)amino)but-2-en-1-yl)amino)-5-nitronicotinate C(C)(C)(C)OC(=O)NC/C=C/CNC1=NC=C(C(=O)OC)C=C1[N+](=O)[O-]